C(C)OC(CC1C=2C=CC=3CCN(C(C4=C(C=C(COCCCN5N=NC6=C5C=CC1=C6C)C=C4C)C)=O)CC3C2)=O ethyl-2-[18,30,32-trimethyl-20-oxo-14-oxa-8,9,10,21-tetraazahexacyclo[19.5.3.216,19.13,7.06,10.024,28]dotriaconta-1(27),3(32),4,6,8,16,18,24(28),25,30-decaen-2-yl]acetate